NC1=NN2C(N=CC=C2)=C1C(=O)N[C@@H](C)C1=NC2=CC=C(C(=C2C(N1C1=CC=CC=C1)=O)C#CC=1C=NN(C1)C)F (S)-2-amino-N-(1-(6-fluoro-5-((1-methyl-1H-pyrazol-4-yl)ethynyl)-4-oxo-3-phenyl-3,4-dihydroquinazolin-2-yl)ethyl)pyrazolo[1,5-a]pyrimidine-3-carboxamide